C1=C(C=C(C(=C1Cl)O)Cl)O The molecule is a dichlorohydroquinone that is hydroquinone substituted by chloro groups at positions 2 and 6. It is a conjugate acid of a 2,6-dichloro-4-hydroxyphenolate.